C(C1=CC=CC=C1)OC(=O)N1CCC(CC1)CN1CCC2(CN(C2)C(=O)OC(C)(C)C)CC1 tert-butyl 7-([1-[(benzyloxy) carbonyl] piperidin-4-yl] methyl)-2,7-diazaspiro[3.5]nonane-2-carboxylate